NC1=NC(=CC(=N1)C(=O)N(N)CC1=NC=CC=C1)C1=C(C=CC(=C1)F)O 2-amino-6-(5-fluoro-2-hydroxyphenyl)-N-(pyridin-2-ylmethyl)pyrimidine-4-carbohydrazide